CS(=O)(=O)N1CC(C1)OC1=CC(=C(C=C1)O)[N+](=O)[O-] 4-((1-(methylsulfonyl)azetidin-3-yl)oxy)-2-nitrophenol